7-Bromo-3-isopropylquinolin-2-amine BrC1=CC=C2C=C(C(=NC2=C1)N)C(C)C